(R)-2-(2-(4-((7-azidoheptyl)oxy)phenyl)-5-((1-(dibenzo[b,d]furan-2-yl)ethyl)amino)-6-oxopyrimidin-1(6H)-yl)acetic acid N(=[N+]=[N-])CCCCCCCOC1=CC=C(C=C1)C=1N(C(C(=CN1)N[C@H](C)C1=CC2=C(OC3=C2C=CC=C3)C=C1)=O)CC(=O)O